Tert-Butyl N-[3-({2-[(4-Chloroquinolin-7-Yl)Oxy]Ethyl}Amino)Propyl]-N-Methylcarbamate ClC1=CC=NC2=CC(=CC=C12)OCCNCCCN(C(OC(C)(C)C)=O)C